tetradodecyl 3,3',3'',3'''-((((6-((2-(1-methylpyrrolidin-2-yl)ethyl)amino)-1,3,5-triazine-2,4-diyl)bis(azanediyl))bis(propane-3,1-diyl))bis(azanetriyl))tetrapropionate CN1C(CCC1)CCNC1=NC(=NC(=N1)NCCCN(CCC(=O)OCCCCCCCCCCCC)CCC(=O)OCCCCCCCCCCCC)NCCCN(CCC(=O)OCCCCCCCCCCCC)CCC(=O)OCCCCCCCCCCCC